tert-Butyl 3-(6-methoxypyridin-3-yl)-3-(3-(4-(5,6,7,8-tetrahydro-1,8-naphthyridin-2-yl)butyl)cyclobutyl)propanoate COC1=CC=C(C=N1)C(CC(=O)OC(C)(C)C)C1CC(C1)CCCCC1=NC=2NCCCC2C=C1